NC1=NC(=CC(=N1)N[C@H](CC)CCC)CC1=CC=C(C=C1)CN1CCCC1 (R)-2-amino-4-(hexane-3-ylamino)-6-(4-(pyrrolidin-1-ylmethyl)benzyl)pyrimidine